4-bromo-5-fluoro-2-nitrobenzoic acid BrC1=CC(=C(C(=O)O)C=C1F)[N+](=O)[O-]